(2S,3S)-1-[(E)-4-(dimethylamino)but-2-enoyl]-N-[2-[6-[[5-(3-fluoro-2-pyridyl)thiazol-2-yl]amino]imidazo[4,5-c]pyridin-1-yl]ethyl]-3-hydroxy-pyrrolidine-2-carboxamide CN(C/C=C/C(=O)N1[C@@H]([C@H](CC1)O)C(=O)NCCN1C=NC=2C=NC(=CC21)NC=2SC(=CN2)C2=NC=CC=C2F)C